3-(2-{6-chloro-3-[(1R)-2,2-difluorocyclopropyl]-1,3-benzodiazol-5-yl}ethynyl)-1-[(3s,5R)-5-(methoxymethyl)-1-(prop-2-enoyl)pyrrolidin-3-yl]-5-(methylamino)pyrazole-4-carboxamide ClC=1C(=CC2=C(N=CN2[C@H]2C(C2)(F)F)C1)C#CC1=NN(C(=C1C(=O)N)NC)[C@@H]1CN([C@H](C1)COC)C(C=C)=O